C(CCCCCCCCCCCCCCC)C(CCCCCCCI)(I)F hexadecyl-fluoro-1,8-diiodooctane